2-[2-[2-[tert-butoxycarbonyl(methyl)amino]ethoxy]ethoxy]ethyl-4-methylbenzenesulfonate C(C)(C)(C)OC(=O)N(CCOCCOCCOS(=O)(=O)C1=CC=C(C=C1)C)C